dl-2,5-dichlorobenzoyl peroxide ClC1=C(C(=O)OOC(C2=C(C=CC(=C2)Cl)Cl)=O)C=C(C=C1)Cl